FC(C1=CC=C(C=C1)C1=NN(C2=CC=CC=C12)C1C(COC1)NC(C=C)=O)(F)F N-(4-(3-(4-(trifluoromethyl)phenyl)-1H-indazol-1-yl)tetrahydro-furan-3-yl)acrylamide